C(C1=CC(O)=C(O)C(O)=C1)(=O)[C@@]([C@@]([C@@]([C@](C(=O)C(C1=CC(O)=C(O)C(O)=C1)=O)(O)C(C1=CC(O)=C(O)C(O)=C1)=O)(O)C(C1=CC(O)=C(O)C(O)=C1)=O)(O)C(C1=CC(O)=C(O)C(O)=C1)=O)(O)CO pentagalloyl-galactose